N[C@H](C(=O)NC1=CC2=C(C=N1)C1(CCOCC1)C(N2)=O)C2CCCCC2 (2S)-2-Amino-2-cyclohexyl-N-(2-oxospiro[1H-pyrrolo[3,2-c]pyridine-3,4'-tetrahydropyran]-6-yl)acetamide